tert-Butyl (1R,4R,5S)-5-(7-bromo-8-(2-cyanoethyl)-6-fluoro-4-(methylthio)-2-((2-oxopyrrolidin-1-yl) methyl)-1H-pyrrolo[3,2-c]quinolin-1-yl)-2-azabicyclo[2.1.1]hexane-2-carboxylate BrC=1C(=CC=2C3=C(C(=NC2C1F)SC)C=C(N3[C@H]3[C@H]1CN([C@@H]3C1)C(=O)OC(C)(C)C)CN1C(CCC1)=O)CCC#N